5,6-Diphenoxy-4,7-bis[5-(2,5-dimethylphenyl)-2-thienyl]benzo[c]-1,2,5-thiadiazol O(C1=CC=CC=C1)C1=C(C=2C(=NSN2)C(=C1OC1=CC=CC=C1)C=1SC(=CC1)C1=C(C=CC(=C1)C)C)C=1SC(=CC1)C1=C(C=CC(=C1)C)C